trans-N-[4-[5-[4-(tert-butoxycarbonylamino)-2-cyclopropylsulfonyl-phenyl]thiazol-2-yl]cyclohexyl]carbamic acid isopropyl ester C(C)(C)OC(N[C@@H]1CC[C@H](CC1)C=1SC(=CN1)C1=C(C=C(C=C1)NC(=O)OC(C)(C)C)S(=O)(=O)C1CC1)=O